CC(C)(OC1C(CCCC1)CN)C [2-(1,1-dimethylethoxy)cyclohex-1-yl]methylamine